FC(C(C(F)(F)F)N)(F)F 1,1,1,3,3,3-hexafluoropropylamine